ClP1N(CCN1C1=C(C=CC=C1C(C)C)C(C)C)C1=C(C=CC=C1C(C)C)C(C)C 2-chloro-1,3-bis(2,6-diisopropylphenyl)-1,3,2-diazaphospholane